OC1(C=O)CC=C(C=C1)O p-dihydroxybenzaldehyde